NC(CCNNC([C@H](CC(C)C)NC(=O)C=1NC2=CC=CC(=C2C1)OC)=O)=O (S)-N-(1-(2-(3-amino-3-oxo-propyl)hydrazinyl)-4-methyl-1-oxo-pentan-2-yl)-4-methoxy-1H-indole-2-carboxamide